[Cl-].[Cl-].C1=CC=CC=C1 benzene dichloride